1-(3-(2,4-dioxotetrahydropyrimidine-1(2H)-yl)phenyl)piperidine-4-carbaldehyde O=C1N(CCC(N1)=O)C=1C=C(C=CC1)N1CCC(CC1)C=O